CC1(OCCN1)CC 2-methyl-2-ethyloxazolidin